2-[3,5-dimethoxy-4-(2-phenylethoxy)phenyl]ethylamine COC=1C=C(C=C(C1OCCC1=CC=CC=C1)OC)CCN